C1(CCCCC1)N1CCN(CC1)C1=CC2=C(NC(=N2)C2=CC(=C(C(=C2)O)O)OC)C=C1 5-(5-(4-cyclohexylpiperazin-1-yl)-1H-benzo[d]imidazol-2-yl)-3-methoxybenzene-1,2-diol